C(C)(C)(C)OC(=O)N1CCC(CC1)CC=C 4-allylpiperidine-1-carboxylic acid tert-butyl ester